C1(CC1)C1=C(C=NC=C1)N(C1CCN(CC1)C1=NC=C(C=N1)C#N)C=1C=NC(=CC1)C(F)(F)F 2-(4-((4-Cyclopropylpyridin-3-yl)(6-(trifluoromethyl)pyridin-3-yl)amino)piperidin-1-yl)pyrimidine-5-carbonitrile